C(C)(=O)OCC1=CC=C(C=C1)N1C(=NC=2C1=NC(=CC2)N2N=CC(=N2)C)C=2C(=NC=CC2)N 4-(2-(2-aminopyridin-3-yl)-5-(4-methyl-2H-1,2,3-triazol-2-yl)-3H-imidazo[4,5-b]pyridin-3-yl)benzyl acetate